4-(2-chloro-7-methyl-8-oxo-7,8-dihydro-9H-purin-9-yl)tetrahydro-2H-pyran-4-carbonitrile ClC1=NC=C2N(C(N(C2=N1)C1(CCOCC1)C#N)=O)C